C1(CC1)NC1=NC=CC(=C1)OC1=CC=C(C=C1)N1N=CN(C1=O)CC1=C(C=CC=C1F)F 2-(4-((2-(cyclopropylamino)pyridin-4-yl)oxy)phenyl)-4-(2,6-difluorobenzyl)-2,4-dihydro-3H-1,2,4-triazol-3-one